ClC1=CC=2C(=NN(N2)C2=C(C(=CC(=C2)C(C)(C)C)C(C)(C)C)O)C=C1 2-(5-chloro-2H-benzotriazol-2-yl)-4,6-bis-(1,1-dimethylethyl)phenol